(R)-4-(5-Chloro-7-((3,3-dimethylbutan-2-yl)amino)-[1,2,4]triazolo[1,5-a]pyrimidin-6-yl)-3,5-difluorobenzonitrile ClC1=NC=2N(C(=C1C1=C(C=C(C#N)C=C1F)F)N[C@H](C)C(C)(C)C)N=CN2